Ethyl 2-(4-((3-(4-fluorophenyl)-2,5-dioxoimidazolin-1-yl) methyl)-2,6-dimethylphenoxy)-2-methylpropionate FC1=CC=C(C=C1)N1C(N(C(C1)=O)CC1=CC(=C(OC(C(=O)OCC)(C)C)C(=C1)C)C)=O